CC1=CC=2N(N=C1N1CC=3C=C(C=NC3CC1)C=1N(N=CC1)C)C=CN2 6-(7-methylimidazo[1,2-b]pyridazin-6-yl)-3-(2-methylpyrazol-3-yl)-7,8-dihydro-5H-1,6-naphthyridine